phenylalanine-HCl Cl.N[C@@H](CC1=CC=CC=C1)C(=O)O